C(CCCCCCCCCCCCCCCC)C=1N(CCN1)CCO Heptadecyl-hydroxyethyl-imidazoline